4-(5-Hydroxy-6-methoxybenzo[d]thiazol-2-yl)-4-oxobutanoic acid OC=1C(=CC2=C(N=C(S2)C(CCC(=O)O)=O)C1)OC